CN1C(CCC1C)CC(=O)OC methyl 2-(1,5-dimethylpyrrolidin-2-yl)acetate